(2S)-4-(bicyclo[1.1.1]pentan-2-yl)-1-((R)-2-hydroxy-4-methylpentanoyl)-N-((S)-3-oxo-1-((S)-2-oxopyrrolidin-3-yl)-4-(trifluoromethoxy)butan-2-yl)pyrrolidine-2-carboxamide C12C(C(C1)C2)C2C[C@H](N(C2)C([C@@H](CC(C)C)O)=O)C(=O)N[C@@H](C[C@H]2C(NCC2)=O)C(COC(F)(F)F)=O